(R)-4-((3-fluoro-6-((5-methyl-1H-pyrazol-3-yl)amino)pyridin-2-yl)methyl)-1-(1-(2-(trifluoromethyl)phenyl)ethyl)piperidine-4-carboxylic acid FC=1C(=NC(=CC1)NC1=NNC(=C1)C)CC1(CCN(CC1)[C@H](C)C1=C(C=CC=C1)C(F)(F)F)C(=O)O